OCCCN(CCCCCCCC(=O)OC(CCCCCCCC)CCCCCCCC)CC(CCCCCCCCCCCC)O heptadecan-9-yl 8-((3-hydroxypropyl)(2-hydroxytetradecyl)amino)octanoate